CC=1C=CC=C2[C@H](CCN(C12)S(=O)(=O)C1=C(C=C(C=C1)C=1C=NN(C1)C)C)N |r| rac-(4S)-8-methyl-1-[2-methyl-4-(1-methylpyrazol-4-yl)phenyl]sulfonyl-3,4-dihydro-2H-quinolin-4-amine